(7R,14R)-1-(difluoromethoxy)-11-((S or R)-3,5-dihydroxy-5-methylhex-1-yn-1-yl)-6-(methyl-d3)-6,7-dihydro-7,14-methanobenzo[f]benzo[4,5]imidazo[1,2-a][1,4]diazocin-5(14H)-one FC(OC1=CC=CC=2C(N([C@H]3C=4N([C@@H](C21)C3)C3=C(N4)C=CC(=C3)C#C[C@H](CC(C)(C)O)O)C([2H])([2H])[2H])=O)F |o1:25|